CN1C=CC=2C1=NC=CC2C2=NC=C(C1=C2CNC1=O)NC1=NC(=CC=C1)C1CCNCC1 4-(1-methyl-1H-pyrrolo[2,3-b]pyridin-4-yl)-7-((6-(piperidin-4-yl)pyridin-2-yl)amino)-2,3-dihydro-1H-pyrrolo[3,4-c]pyridin-1-one